3-(5-(1-(7-Azaspiro[3.5]nonan-2-yl)piperidin-4-yl)-3-methyl-2-oxo-2,3-dihydro-1H-benzo[d]imidazol-1-yl)piperidine-2,6-dione C1C(CC12CCNCC2)N2CCC(CC2)C2=CC1=C(N(C(N1C)=O)C1C(NC(CC1)=O)=O)C=C2